N-[(4-t-butylphenyl)thio]pivalamide C(C)(C)(C)C1=CC=C(C=C1)SNC(C(C)(C)C)=O